para-hydroxybenzoic acid sodium salt [Na+].OC1=CC=C(C(=O)[O-])C=C1